C1(CC1)C([C@@H](C(=O)NC1=NC(=C(C=C1)C=1C(=[N+](C=C(C1)C)[O-])C)F)NC(=O)C=1N(N=CC1)CCC)C1CC1 N-[(1S)-1-(dicyclopropylmethyl)-2-[[5-(2,5-dimethyl-1-oxido-pyridin-1-ium-3-yl)-6-fluoro-2-pyridyl]amino]-2-oxo-ethyl]-2-propyl-pyrazole-3-carboxamide